[C@H]12CN(C[C@H](CC1)N2)C=2C1=C(N=C(N2)OC[C@H]2N(CCC2)C)CN(CC1)C1=CC=C(C2=CC=CC(=C12)Cl)Br 4-((1R,5S)-3,8-diazabicyclo[3.2.1]octan-3-yl)-7-(4-bromo-8-chloronaphthalen-1-yl)-2-(((S)-1-methylpyrrolidin-2-yl)methoxy)-5,6,7,8-tetrahydropyrido[3,4-d]pyrimidine